C(C1=CC=CC=C1)N1C(C2(CC1)CC(CCC2)CB2OC(C(O2)(C)C)(C)C)C(=O)OC methyl 2-benzyl-7-((4,4,5,5-tetramethyl-1,3,2-dioxaborolan-2-yl)methyl)-2-azaspiro[4.5]decane-1-carboxylate